1-(3-Fluoropyridin-2-yl)-N-(4-(trifluoromethyl)benzyl)ethane-1-amine FC=1C(=NC=CC1)C(C)NCC1=CC=C(C=C1)C(F)(F)F